methyl (3R)-piperidine-3-carboxylate hydrochloride Cl.N1C[C@@H](CCC1)C(=O)OC